CN(CCCN)CCCN N-methyl-Bis-(3-aminopropyl)-amine